Methyl-16-[[(2R,5R)-3-[2-cyanoethoxy-(diisopropylamino)phosphanyl]oxy-5-(2,4-dioxopyrimidin-1-yl)-4-methoxy-tetrahydrofuran-2-yl]methoxy-hexadecyl-amino]hexadecanoate COC(CCCCCCCCCCCCCCCN(CCCCCCCCCCCCCCCC)OC[C@H]1O[C@H](C(C1OP(N(C(C)C)C(C)C)OCCC#N)OC)N1C(NC(C=C1)=O)=O)=O